(S)-3-((3-(1-aminopropane-2-yl)phenyl)amino)-6-ethyl-5-methylpyrazine-2-carboxamide NC[C@@H](C)C=1C=C(C=CC1)NC=1C(=NC(=C(N1)C)CC)C(=O)N